C12(CC(C1)C2)N2CN(C(C1=CC=C(C=C21)C(F)(F)F)=O)C2=C(NC(C=C2)=O)C 1-(bicyclo[1.1.1]pentan-1-yl)-3-(2-methyl-6-oxo-1,6-dihydropyridin-3-yl)-7-(trifluoromethyl)-2,3-dihydroquinazolin-4(1H)-one